6-(2-(5,6,7,8-tetrahydro-1,8-naphthyridin-2-yl)ethyl)-2-azaspiro[3.3]Heptane-2-carboxylic acid tert-butyl ester C(C)(C)(C)OC(=O)N1CC2(C1)CC(C2)CCC2=NC=1NCCCC1C=C2